OC1=C(C(=O)C2=CC=CC=C2)C=CC(=C1)OCCCCCCCCCCCC 2-Hydroxy-4-dodecyloxybenzophenon